ClC1=C(C=CC=C1C1=CN=CN1)C=O [2-chloro-3-(1H-imidazol-5-yl)phenyl]methanon